FC1=C(CN(C2=NC=3N(C=C2)N=CC3N)C)C=C(C=C1)F N5-(2,5-difluorobenzyl)-N5-methylpyrazolo[1,5-a]Pyrimidine-3,5-diamine